4,6-dimethoxy-2-pyrimidinylacetonitrile COC1=NC(=NC(=C1)OC)CC#N